2-(1-(cyanomethyl)-1H-pyrazol-4-yl)-N-(2-methyl-5-(2-(methyl(tetrahydro-2H-pyran-4-yl)amino)acetamido)pyridin-3-yl)pyrazolo[5,1-b]thiazole-7-carboxamide C(#N)CN1N=CC(=C1)C1=CN2C(S1)=C(C=N2)C(=O)NC=2C(=NC=C(C2)NC(CN(C2CCOCC2)C)=O)C